NC(C([C@H](CC1=CC=CC=C1)NC(C1=C(C(=CC=C1F)C)Cl)=O)=O)=O (S)-N-(4-amino-3,4-dioxo-1-phenylbutan-2-yl)-2-chloro-6-fluoro-3-methylbenzamide